7-methoxy-2,2-dimethyl-2,3,4,5-tetrahydrobenzo[f][1,4]oxazepine, hydrochloride Cl.COC=1C=CC2=C(CNCC(O2)(C)C)C1